C(C=C)(=O)OCCCCCCCC[Si](Cl)(Cl)Cl acryloyloxyoctyltrichlorosilane